C(C)(C)(C)OC(=O)N1C=C(C2=CC(=CC=C12)O[C@@H]1C[C@H](C1)C1=CC=C(C=C1)C(F)(F)F)NC(C)=O.FC(C1=CC=C(C=C1)[C@@H]1C[C@H](C1)OC=1C=C2C(=CNC2=CC1)NC(C)=O)(F)F N-(5-(trans-3-(4-(trifluoromethyl)phenyl)cyclobutoxy)-1H-indol-3-yl)acetamide tert-Butyl-3-acetamido-5-(trans-3-(4-(trifluoromethyl)phenyl)cyclobutoxy)-1H-indole-1-carboxylate